C[S@@](=O)CC1=C(C=CC(=C1)[N+](=O)[O-])C1(CC1)C(=O)N |r| (±)-1-(2-((methylsulfinyl)methyl)-4-nitrophenyl)cyclopropane-1-carboxamide